menthyl-1,2-propanediol C1(CC(C(CC1)C(C)C)C(C(C)O)O)C